7-Nitro-3,4-dihydrobenzo[f][1,4]oxazepin-5(2H)-one [N+](=O)([O-])C=1C=CC2=C(C(NCCO2)=O)C1